FC(C=1C=C(C=C(C1)C(F)(F)F)[B-](C1=CC(=CC(=C1)C(F)(F)F)C(F)(F)F)(C1=CC(=CC(=C1)C(F)(F)F)C(F)(F)F)C1=CC(=CC(=C1)C(F)(F)F)C(F)(F)F)(F)F tetrakis[3,5-bis(trifluoromethyl)phenyl]borate